ClC=1C(=C(C(=CC1)N1N=NC(=C1)C(F)(F)F)C=1C=CC(=[N+](C1)[O-])[C@@H](CCOC(F)(F)F)N1N=CC(=C1)C1=NC=NN1C)F (R)-5-(3-Chloro-2-fluoro-6-(4-(trifluoromethyl)-1H-1,2,3-triazol-1-yl)phenyl)-2-(1-(4-(1-methyl-1H-1,2,4-triazol-5-yl)-1H-pyrazol-1-yl)-3-(trifluoromethoxy)propyl)pyridine 1-oxide